methyl [{(3S)-3-[(tert-butoxycarbonyl)amino]-5-fluoro-7-hydroxy-3,4-dihydro-2H-1-benzothiopyran-6-yl}(trifluoroacetyl)amino]acetate C(C)(C)(C)OC(=O)N[C@@H]1CSC2=C(C1)C(=C(C(=C2)O)N(C(C(F)(F)F)=O)CC(=O)OC)F